N-[6-(5-chloro-2-fluorophenyl)pyridazin-4-yl]-7-[2-(3-methyl-1,3-diazinan-1-yl)-ethoxy]quinolin-4-amine ClC=1C=CC(=C(C1)C1=CC(=CN=N1)NC1=CC=NC2=CC(=CC=C12)OCCN1CN(CCC1)C)F